trilithium octene C=CCCCCCC.[Li].[Li].[Li]